(R)-1-(4-((1-(3-(difluoromethyl)-2-fluorophenyl)ethyl)amino)-2-methyl-7-(oxetan-3-ylamino)pyrido[2,3-d]pyrimidin-6-yl)cyclopropane-1-carbonitrile FC(C=1C(=C(C=CC1)[C@@H](C)NC=1C2=C(N=C(N1)C)N=C(C(=C2)C2(CC2)C#N)NC2COC2)F)F